ClC1=CC(=NC(=C1)Cl)C1(CC1)NC(C[C@@](C)(O)C1=C(C=C(C=C1)F)F)=O (R)-N-(1-(4,6-dichloropyridin-2-yl)cyclopropyl)-3-(2,4-difluorophenyl)-3-hydroxybutanamide